9H-pyrido[3,4-b]indole C1=NC=CC2=C1NC1=CC=CC=C21